[6-[(2,4-difluorophenyl)carbamoyl]-7-isopropoxy-imidazo[1,2-a]pyridin-2-yl]piperidine-1-carboxylic acid tert-butyl ester C(C)(C)(C)OC(=O)N1C(CCCC1)C=1N=C2N(C=C(C(=C2)OC(C)C)C(NC2=C(C=C(C=C2)F)F)=O)C1